C(C)(=O)N1CC(CC1)NC=1N=CC(=NC1OC)C1=CNC2=C(C=CC=C12)C#N 3-[5-[(1-acetylpyrrolidin-3-yl)amino]-6-methoxypyrazin-2-yl]-1H-indole-7-carbonitrile